N,N-dimethyl-4-hydroxytryptamine CN(CCC1=CNC2=CC=CC(=C12)O)C